5-(imidazo[1,2-a]pyridin-6-yl)-N-(cis-4-(2-methoxyethoxy)cyclohexyl)pyrrolo[2,1-f][1,2,4]triazin-2-amine N=1C=CN2C1C=CC(=C2)C=2C=CN1N=C(N=CC12)N[C@@H]1CC[C@@H](CC1)OCCOC